CN(C)CCOC(C1=CC=CC=C1)=O benzoic acid-dimethylaminoethyl ester